OCC=1C=C(CNCCCCOCCNC2=NC3=C(C4=CN=CC=C24)C=CC(=C3)C(=O)O)C=CC1 5-((2-(4-((3-(hydroxymethyl)benzyl)amino)butoxy)ethyl)amino)benzo[c][2,6]naphthyridine-8-carboxylic acid